ClC=1C=C(C=CC1F)N(C(=O)Cl)C (3-chloro-4-fluorophenyl)(methyl)carbamic chloride